(4-methoxyphenyl)acetonitrile COC1=CC=C(C=C1)CC#N